2-(2-methoxyphenyl)-5,5-dimethyl-2-(phenylethynyl)-1,3-dioxane COC1=C(C=CC=C1)C1(OCC(CO1)(C)C)C#CC1=CC=CC=C1